(E)-6-((2-(amino-methyl)-3-fluoro-allyl)oxy)-N-propylbenzo[d]-oxazol-2-amine NC/C(/COC1=CC2=C(N=C(O2)NCCC)C=C1)=C\F